[Si](C1=CC=CC=C1)(C1=CC=CC=C1)(C(C)(C)C)OCCS(=O)(=O)CC(CCC[C@](C(=O)O)(C)C1=CC(=CC=C1)C[C@@H](C(=O)OC)C)(C)C (R)-7-((2-((tert-butyldiphenylsilyl)oxy)ethyl)sulfonyl)-2-(3-((S)-3-methoxy-2-methyl-3-oxopropyl)phenyl)-2,6,6-trimethylheptanoic acid